dicyclopentadienyl-bis(2,3,5,6-tetrafluorophenyl)titanium C1(C=CC=C1)[Ti](C1=C(C(=CC(=C1F)F)F)F)(C1=C(C(=CC(=C1F)F)F)F)C1C=CC=C1